9,10-bis(ethoxycarbonylundecyleneoxy)anthracene C(C)OC(=O)CCCCCCCCCCCOC=1C2=CC=CC=C2C(=C2C=CC=CC12)OCCCCCCCCCCCC(=O)OCC